FC(OC1CC(C1)[C@@H](C=1C=C(C=CC1)N1C(C2=CC(=CC(=C2C1)C(F)(F)F)CNC1(CCC1)C)=O)C1=NN=CN1C)F 2-(3-((S)-((1s,3R)-3-(difluoromethoxy)cyclobutyl)(4-methyl-4H-1,2,4-triazol-3-yl)methyl)phenyl)-6-(((1-methylcyclobutyl)amino)methyl)-4-(trifluoromethyl)isoindolin-1-one